N1C(=CC=CC=C1)C#N azepine-2-carbonitrile